4,4-difluoropiperidin-1-yl(1-(5-iodopyridin-3-yl)-1H-pyrrolo[2,3-b]pyridin-5-yl)methanone NERYL-ACETATE C(\C=C(\C)/CCC=C(C)C)CC(=O)O.FC1(CCN(CC1)C(=O)C=1C=C2C(=NC1)N(C=C2)C=2C=NC=C(C2)I)F